N-(4-(((R)-1-hydroxy-4-methylpent-2-yl)amino)-6-(2-(6-methoxy-5-methylpyridin-3-yl)propyl)-1,3,5-triazin-2-yl)methanesulfonamide OC[C@@H](CC(C)C)NC1=NC(=NC(=N1)CC(C)C=1C=NC(=C(C1)C)OC)NS(=O)(=O)C